Cl.Cl.Cl.N[C@H](C(=O)OC)CCN(CCCCC1=NC=2NCCCC2C=C1)CCOC methyl (S)-2-amino-4-((2-methoxyethyl)(4-(5,6,7,8-tetrahydro-1,8-naphthyridin-2-yl)butyl)amino)butanoate trihydrochloride